(6-(2-((2-cyclopropyl-2,2-difluoroethyl)amino)-7H-pyrrolo[2,3-d]pyrimidin-5-yl)-8-fluoroimidazo[1,2-a]pyridin-3-yl)methanol C1(CC1)C(CNC=1N=CC2=C(N1)NC=C2C=2C=C(C=1N(C2)C(=CN1)CO)F)(F)F